(1-methylcyclopropyl)-3-[(1-methylpyrazol-4-yl)methyl]-4-oxo-8-[(2R)-1,2-dimethyl-3,6-dihydro-2H-pyridin-4-yl]-1H-quinazoline-6-sulfonamide CC1(CC1)N1CN(C(C2=CC(=CC(=C12)C=1C[C@H](N(CC1)C)C)S(=O)(=O)N)=O)CC=1C=NN(C1)C